(1aS,5aS)-2-(2,4-Difluoro-phenyl)-1a,2,5,5a-tetrahydro-1H-2,3-diaza-cyclopropa[a]pentalene-4-carboxylic acid (1-methyl-1-pyridin-2-yl-ethyl)-amide CC(C)(C1=NC=CC=C1)NC(=O)C=1C=2C[C@H]3[C@@H](C2N(N1)C1=C(C=C(C=C1)F)F)C3